C(CCCCCCCCCCCCCCCCC(C)C)OC(CCCCCCCCCCCCC)=O Isoeicosylmyristat